2-(1-(8-((2,3-dichlorophenyl)thio)imidazo[1,2-c]pyrimidin-5-yl)piperidin-4-yl)ethan-1-amine ClC1=C(C=CC=C1Cl)SC=1C=2N(C(=NC1)N1CCC(CC1)CCN)C=CN2